1-chloromethyl-2-methanesulfonyl-6-trichloroacetyl-chlorobenzene ClCC1=C(C(=CC=C1C(C(Cl)(Cl)Cl)=O)Cl)S(=O)(=O)C